(3S,4S)-4-[4-[3-Chloro-4-[(1R)-1-(5-fluoro-2-pyridyl)ethoxy]pyrazolo[1,5-a]pyridin-6-yl]-5-methyl-triazol-1-yl]-3-hydroxy-piperidine-1-carbonitrile ClC=1C=NN2C1C(=CC(=C2)C=2N=NN(C2C)[C@@H]2[C@H](CN(CC2)C#N)O)O[C@H](C)C2=NC=C(C=C2)F